FC(C(OC)O)(F)C1=NC2=C(N1C(=O)OC(C)(C)C)C=CC=C2 Tert-Butyl 2-(1,1-difluoro-2-hydroxy-2-methoxyethyl)-1H-1,3-benzodiazole-1-carboxylate